BrC1=CC(=NC=C1)OC1C(NCC1)=O 3-((4-bromopyridin-2-yl)oxy)pyrrolidin-2-one